11-chloro-3-fluoro-7-methyl-dibenzo[b,f][1,4]Oxazepine ClC1=NC2=C(OC3=C1C=CC(=C3)F)C=C(C=C2)C